2-[5-(hydroxymethyl)-3-iodo-1H-pyrazol-1-yl]ethyl 4-methylbenzene-1-sulfonate CC1=CC=C(C=C1)S(=O)(=O)OCCN1N=C(C=C1CO)I